N-[6-(difluoromethyl)-2-pyridyl]-2-[1-[2-[2-[4-(2,6-dioxo-3-piperidyl)phenyl]-2-azaspiro[3.3]heptan-6-yl]acetyl]-4-piperidyl]-7-isopropoxy-imidazo[1,2-a]pyridine-6-carboxamide FC(C1=CC=CC(=N1)NC(=O)C=1C(=CC=2N(C1)C=C(N2)C2CCN(CC2)C(CC2CC1(CN(C1)C1=CC=C(C=C1)C1C(NC(CC1)=O)=O)C2)=O)OC(C)C)F